FC1=CC=C(C=C1)C1=C(N=C(C2=CC3=C(C=C12)C=NN3C(=O)OCCOP(=O)(O)O)OC3CC(C3)C(=O)O)C(C)C 3-[5-(4-fluorophenyl)-6-isopropyl-1-(2-phosphonooxyethoxycarbonyl)-pyrazolo[4,3-g]isoquinolin-8-yl]oxycyclobutanecarboxylic acid